C(C)(C)(C)OC(=O)N1C(C2=C(C(=CC=C2CC1)O)O)C 7,8-Dihydroxy-1-methyl-3,4-dihydroisoquinoline-2(1H)-carboxylic acid tert-butyl ester